C(C)(=O)OOOC(C)(C)CC t-amyl-peroxy acetate